2-[3,5-dichloro-4-[[5-(methoxymethoxy)-4-[(4-methoxyphenyl)methylsulfanyl]-2-pyridyl]oxy]phenyl]-6-(difluoromethyl)-1,2,4-triazine-3,5-dione ClC=1C=C(C=C(C1OC1=NC=C(C(=C1)SCC1=CC=C(C=C1)OC)OCOC)Cl)N1N=C(C(NC1=O)=O)C(F)F